C(#N)C=1N=CC(=NC1)NC1=CC(=C(N=N1)C1=CN=CS1)NCC1CN(CCO1)C(=O)OC(C)(C)C tert-butyl 2-((6-(5-cyanopyrazin-2-ylamino)-3-(thiazol-5-yl)pyridazin-4-ylamino)methyl)morpholine-4-carboxylate